4-bromo-5-fluoro-2-methylbenzo[d]isothiazole BrC1=C(C=CC2=C1CN(S2)C)F